FC1=C(C=C(C(=C1)C)C=1C=C(C=2N(C1)C=CN2)N2CCOCC2)NC(=O)C=2C1=C(N=CC2)N(C=C1)C N-(2-fluoro-4-methyl-5-(8-morpholinoimidazo[1,2-a]pyridin-6-yl)phenyl)-1-methyl-1H-pyrrolo[2,3-b]pyridine-4-carboxamide